Methylorthosilicat CO[Si]([O-])([O-])[O-]